ClC1=CC(=C(C(=C1)F)N1C[C@H]([C@](CC1)(O)COC=1C=CC(=C2C=CC=NC12)Cl)O)F (3R,4R)-1-(4-chloro-2,6-difluorophenyl)-4-[(5-chloroquinolin-8-yl)oxymethyl]Piperidine-3,4-diol